[4-[(2S,3S,4R,5S,6S)-3,4,5-trihydroxy-6-methyl-tetrahydropyran-2-yl]oxyphenyl]methyl N-(4-methyl-2-oxo-chromen-7-yl)carbamate CC1=CC(OC2=CC(=CC=C12)NC(OCC1=CC=C(C=C1)O[C@@H]1O[C@H]([C@H]([C@H]([C@@H]1O)O)O)C)=O)=O